Azetidin N1CCC1